C(C1=CC=CC=C1)OC1=NC(=CC=C1C=1C=NC(=NC1)OC1CCC(CC1)C(=O)OC(C)(C)C)OCC1=CC=CC=C1 Tert-butyl (1r,4r)-4-({5-[2,6-bis(benzyloxy)pyridin-3-yl]pyrimidin-2-yl}oxy)cyclohexane-1-carboxylate